C1(CC1)C1=CC=C(C(=O)NC2=C(C(=CC=C2)C=2C3=C(N=CN2)NC(=C3)C3=CC=C(C=C3)C(=O)N3CCNCC3)C)C=C1 4-cyclopropyl-N-[2-methyl-3-[6-[4-(piperazine-1-carbonyl)phenyl]-7H-pyrrolo[2,3-d]pyrimidin-4-yl]phenyl]benzamide